5-(2-amino-3-ethynylpyridin-4-yl)-1H-indazol-3-amine NC1=NC=CC(=C1C#C)C=1C=C2C(=NNC2=CC1)N